tert-butyl (1S,2R)-2-(7-chloro-4-(1-methyl-1H-pyrazol-4-yl)-3-oxo-2,3-dihydro-1H-pyrrolo[3,4-c]pyridin-6-ylamino)cyclohexylcarbamate ClC=1C2=C(C(=NC1N[C@H]1[C@H](CCCC1)NC(OC(C)(C)C)=O)C=1C=NN(C1)C)C(NC2)=O